BrC=1N=C(C(=NC1)N)OC=1C=NN(C1)C1CCOCC1 5-bromo-3-(1-(tetrahydro-2H-pyran-4-yl)-1H-pyrazol-4-yloxy)pyrazin-2-amine